5-formiminotetrahydrofolate C(=N)N1C=2C(NC(=NC2NCC1CNC1=CC=C(C(N[C@@H](CCC(=O)[O-])C(=O)O)=O)C=C1)N)=O